ClC1=C(OC=2C=C3CCN(C(C3=CC2)=O)C2=CC=C(C=C2)C)C(=CC(=C1)[N+](=O)[O-])Cl 6-(2,6-Dichloro-4-nitrophenoxy)-2-(p-tolyl)-3,4-dihydroisoquinolin-1(2H)-one